6-Chloro-N-(1-ethylpiperidin-4-yl)-2-[4-(4-pyridin-3-ylpiperazin-1-yl)phenyl]-3H-imidazo[4,5-b]pyridin-7-amine ClC=1C(=C2C(=NC1)NC(=N2)C2=CC=C(C=C2)N2CCN(CC2)C=2C=NC=CC2)NC2CCN(CC2)CC